2-chloro-7-iodo-4-morpholinofuro[3,2-d]pyrimidine ClC=1N=C(C2=C(N1)C(=CO2)I)N2CCOCC2